4-[2-(2-chloropyrimidin-5-yl)cyclopropyl]-6,7-difluoro-1-(3-methoxypropyl)indazole ClC1=NC=C(C=N1)C1C(C1)C1=C2C=NN(C2=C(C(=C1)F)F)CCCOC